C(CCC)[N+](CCCC)(CCCC)CCCC.FC(C(C(C(F)(F)F)(F)F)(F)F)(S(=O)(=O)[O-])F Perfluorobutanesulfonic acid tetrabutylammonium salt